N-(3-fluorophenyl)-2-(3-methyl-[1,2,4]triazolo[4,3-a]pyridin-6-yl)-6-(4-methylpiperazin-1-yl)imidazo[1,2-a]pyrazin-3-amine FC=1C=C(C=CC1)NC1=C(N=C2N1C=C(N=C2)N2CCN(CC2)C)C=2C=CC=1N(C2)C(=NN1)C